ClC1=CC(=NC(=N1)C1=CC=CC=C1)C1=CC=C(C=C1)N1C2=CC=CC=C2C=2C=CC=CC12 9-(4-(6-chloro-2-phenylpyrimidin-4-yl)phenyl)-9H-carbazole